FC1=NC=C(C=C1OC(C)C)B(O)O 2-fluoro-3-iso-propoxypyridine-5-boronic acid